(1S,1aS,6aR)-4-((2-fluoro-5-(2-methyl-6-(((1S,2R)-2-(methylsulfonyl)cyclohexyl)methoxy)pyridin-3-yl)benzyl)oxy)-1,1a,6,6a-tetrahydrocyclopropa[a]indene-1-carboxylic acid, ethyl ester FC1=C(COC2=CC=3C[C@@H]4[C@H](C3C=C2)[C@H]4C(=O)OCC)C=C(C=C1)C=1C(=NC(=CC1)OC[C@H]1[C@@H](CCCC1)S(=O)(=O)C)C